C1(CC1)C1=NC(=NO1)C=1C=C2CC[C@@]3(NC(OC3)=O)C2=CC1 (R)-5-(5-Cyclopropyl-1,2,4-oxadiazol-3-yl)-2,3-dihydrospiro[inden-1,4'-oxazolidin]-2'-on